BrC1=CC=CC(=N1)NC(=O)C=1C(=NN(C1)C)OC N-(6-bromo-2-pyridinyl)-3-methoxy-1-methyl-pyrazole-4-carboxamide